trans-4-[(7S)-6-(methoxycarbonyl)-7-methyl-2-[(2S)-1-phenylpropan-2-yl]-3H,6H,7H,8H,9H-imidazo[4,5-f]quinolin-3-yl]cyclohexane-1-carboxylic acid COC(=O)N1[C@H](CCC2=C3C(=CC=C12)N(C(=N3)[C@H](CC3=CC=CC=C3)C)[C@@H]3CC[C@H](CC3)C(=O)O)C